C=1C(C=CC2=C3C=CC=CC3=NC12)=O Carbazol-2-one